C(C)N1CCN(CC1)CCN(C(OC)=O)C methyl (2-(4-ethylpiperazin-1-yl)ethyl)-N-methylcarbamate